C(CCCCC)C=1C=C(C(=C(OC2[C@@H]([C@H]([C@@H]([C@H](O2)O)O)O)CO)C1)[C@@H]1C=C(CC[C@H]1C(=C)C)C)O (2S,3S,4R,5R)-6-{5-hexyl-3-hydroxy-2-[(1R,6R)-3-methyl-6-(prop-1-en-2-yl)cyclohex-2-en-1-yl]phenoxy}-5-(hydroxymethyl)oxane-2,3,4-triol